3-(((7-(2-Aminopyrimidin-4-yl)-2,3-dihydrofuro[3,2-c]pyridin-4-yl)amino)methyl)-N-((1r,3r)-3-methoxycyclobutyl)benzamid NC1=NC=CC(=N1)C=1C2=C(C(=NC1)NCC=1C=C(C(=O)NC3CC(C3)OC)C=CC1)CCO2